1-Methyl-3-(5-methyl-4,5,6,7-tetrahydropyrazolo[1,5-a]pyrazin-2-ylamino)-5-(4,4,5,5-tetramethyl-1,3,2-dioxaborolan-2-yl)pyridin-2(1H)-one CN1C(C(=CC(=C1)B1OC(C(O1)(C)C)(C)C)NC1=NN2C(CN(CC2)C)=C1)=O